COC(=O)C=1C(C2=C(NC1C)COC2=O)C2=C(C(=CC=C2)F)C2CCC2 methyl-4-(2-cyclobutyl-3-fluorophenyl)-2-methyl-5-oxo-1,4,5,7-tetrahydrofurano[3,4-b]pyridine-3-carboxylate